C(C)(C)(C)OC(=O)N1C(=CC=2C1=NC=C(C2)N)C(N(C)C)=O 5-amino-2-(dimethylcarbamoyl)-1H-pyrrolo[2,3-b]pyridine-1-carboxylic acid tert-butyl ester